ClC1=NC2=C(C=CC=C2C=C1)S(=O)(=O)N 2-chloroquinoline-8-sulfonamide